N1=CC=C(C=C1)CC(P(O)(O)=O)P(O)(O)=O 2-(pyridin-4-yl)ethane-1,1-diylbisphosphonic acid